6-((tetrahydro-2H-pyran-4-yl)methyl)quinoline-4-carboxylic acid O1CCC(CC1)CC=1C=C2C(=CC=NC2=CC1)C(=O)O